FC(C(=O)O)(F)F.N[C@H](C(=O)NCCCCCCOC1=CC=C(C=C1)NC(=O)C1=CC=C(CN(C(=O)C=2C=CC3=C(OCC(N3)=O)C2)C2CC2)C=C1)CC=1N=CSC1 (S)-N-(4-((4-((6-(2-amino-3-(thiazol-4-yl)propanamido)hexyl)oxy)phenyl)carbamoyl)benzyl)-N-cyclopropyl-3-oxo-3,4-dihydro-2H-benzo[b][1,4]oxazine-7-carboxamide 2,2,2-trifluoroacetate